COC1=C(C(=CC=C1C)C)B1OC(C(O1)(C)C)(C)C 2-(2-methoxy-3,6-dimethyl-phenyl)-4,4,5,5-tetramethyl-1,3,2-dioxaborolane